C(C=1C(C(=O)N=C=S)=CC=CC1)(=O)N=C=S phthaloyl isothiocyanate